FC=1C=C(C(=C(C1)N(C)C1=C(C=CC=C1C)F)C)N 5-fluoro-N1-(2-fluoro-6-methylphenyl)-N1,2-dimethylbenzene-1,3-diamine